C[C@H](CNC(OC(C)(C)C)=O)CCC(CC)=O tert-Butyl N-[(2S)-2-methyl-5-oxo-heptyl]carbamate